(4-((4-Methoxypyridin-2-yl)amino)-2-(1-methyl-1H-imidazol-2-yl)-6-(1-methyl-1H-pyrazol-3-yl)pyrrolo[2,1-f][1,2,4]triazin-5-yl)(morpholino)methanone COC1=CC(=NC=C1)NC1=NC(=NN2C1=C(C(=C2)C2=NN(C=C2)C)C(=O)N2CCOCC2)C=2N(C=CN2)C